CC(CNCC1CN(CCN1)C(=O)OC(C)(C)C)(C(OCCC)=O)C tert-butyl 3-(((2,2-dimethyl-3-oxo-3-propoxypropyl)amino)methyl)piperazine-1-carboxylate